C(C)(C)C1=C(C=CC=C1)N1C(SCC1=O)=NN=CC1=CC=C(C=C1)C1=NN(C(=N1)N1CCC(CC1)C(F)(F)F)C 3-(2-Isopropylphenyl)-2-[[4-[1-methyl-5-[4-(trifluoromethyl)-1-piperidyl]-1,2,4-triazol-3-yl]phenyl]methylenehydrazono]thiazolidin-4-one